6-iodo-4-methyl-2-(trifluoromethyl)-7,8-dihydro-6H-pyrazolo[1,5-a][1,3]diazepin-5-one IC1C(N(C=2N(CC1)N=C(C2)C(F)(F)F)C)=O